4-[1-(cyclohexylmethyl)-1H-pyrazol-4-yl]-1H-pyrrolo[2,3-b]pyridine C1(CCCCC1)CN1N=CC(=C1)C1=C2C(=NC=C1)NC=C2